ClC1=NC=C(C=N1)CC1=CC=C(C=C1)F 2-chloro-5-(4-fluorobenzyl)pyrimidine